2-[2,4-difluoro-3-methyl-5-(2-oxoethyl)phenyl]acetic acid FC1=C(C=C(C(=C1C)F)CC=O)CC(=O)O